NC1=NC(=CC(=N1)N1CCC2(C[C@H](NC2)C(=O)O)CC1)O[C@@H](C(F)(F)F)C1=C(C=C(C=C1)Cl)C1=CC(=C(C=C1)OCC)F (S)-8-(2-amino-6-((R)-1-(5-chloro-4'-ethoxy-3'-fluoro-[1,1'-biphenyl]-2-yl)-2,2,2-trifluoroethoxy)pyrimidin-4-yl)-2,8-diazaspiro[4.5]decane-3-carboxylic acid